C(C=C)(=O)N1CCN(CC1)C1=C(C(N(C2=NC(=C(C=C12)Cl)[Sn](CCCC)(CCCC)CCCC)C=1C(=NC=CC1C)C(C)C)=O)C#N 4-(4-acryloylpiperazin-1-yl)-6-chloro-1-(2-isopropyl-4-methylpyridin-3-yl)-2-oxo-7-(tributyl-stannyl)-1,2-dihydro-1,8-naphthyridine-3-carbonitrile